COC(=O)[C@]1([C@@H](CCC1)CC)N.C1=NC=C(C2=CC=CC=C12)C1CC(CCC1)=O 3-(4-isoquinolinyl)cyclohexanone methyl-(1S,2R)-1-amino-2-ethylcyclopentane-1-carboxylate